4,9-dioxo-N-(pyridin-4-ylmethyl)-4,9-dihydrothiazolo[5,4-g]isoquinoline-2-carboxamide O=C1C2=C(C(C=3C=CN=CC13)=O)SC(=N2)C(=O)NCC2=CC=NC=C2